N-[4-(4,5-Difluoro-1,3-benzoxazol-2-yl)phenyl]tetrahydrofuran-3-carboxamid FC1=C(C=CC2=C1N=C(O2)C2=CC=C(C=C2)NC(=O)C2COCC2)F